2,4,6-trinitro-1,3-dimethyl-5-tert-butylbenzene [N+](=O)([O-])C1=C(C(=C(C(=C1C)[N+](=O)[O-])C(C)(C)C)[N+](=O)[O-])C